6-(aminomethyl)isoquinolin-1-amine hydrochloride Cl.NCC=1C=C2C=CN=C(C2=CC1)N